15-bromo-8,8-dimethyl-6-undecyl-5,7,9-trioxa-8-silapentadecane BrCCCCCCO[Si](OC(OCCCC)CCCCCCCCCCC)(C)C